3-isopropyl-urea C(C)(C)NC(N)=O